FC=1C=CC(=C(C(=O)Cl)C1)OC([2H])([2H])[2H] 5-fluoro-2-(methoxy-d3)benzoyl chloride